N-(2,2-Dimethyltetrahydro-2H-pyran-4-yl)-6-(1H-imidazol-1-yl)-4-methylpicolinamide CC1(OCCC(C1)NC(C1=NC(=CC(=C1)C)N1C=NC=C1)=O)C